(R)-N-(8,9-difluoro-6-oxo-1,2,3,4,5,6-hexahydrobenzo[c][1,7]naphthyridin-1-yl)-4-(difluoromethyl)-N-methyl-1H-indole-2-carboxamide FC=1C(=CC2=C(C(NC=3CNC[C@@H](C23)N(C(=O)C=2NC3=CC=CC(=C3C2)C(F)F)C)=O)C1)F